4-[2-amino-4-[ethoxy(propyl)carbamoyl]-3H-1-benzazepin-8-yl]benzoic acid NC1=NC2=C(C=C(C1)C(N(CCC)OCC)=O)C=CC(=C2)C2=CC=C(C(=O)O)C=C2